(E)-3-(4-{[4-(2-hydroxyethyl)piperazin-1-yl]methyl}phenyl)-1-phenylpropan-2-en-1-one OCCN1CCN(CC1)CC1=CC=C(C=C1)/C=C/C(=O)C1=CC=CC=C1